N1=[13C]([13CH]=NC=C1)C(=O)N pyrazinamide-13C2